Br.C(CC1=CC=CC=C1)N phenethylamine hydrobromic acid salt